N1=C(C=CC=2CCCNC12)CN1CCC2(CCN(C2)C/C=C/C(=O)OC)CC1 methyl (E)-4-(8-((5,6,7,8-tetrahydro-1,8-naphthyridin-2-yl)methyl)-2,8-diazaspiro[4.5]decane-2-yl)but-2-enoate